FC=1C=C(C=CC1N1CCOCC1)N1C(O[C@H](C1)CNS(=O)(=O)C1=CC=C(C=C1)C)=O (R)-N-((3-(3-fluoro-4-morpholinophenyl)-2-oxooxazolidin-5-yl)methyl)-4-methylbenzenesulfonamide